C(C1=CC=CC=C1)C=1N(C=2C(=C3CC[C@@H](NC3=CC2)C)N1)CCN1CC2(CCO2)C1 (7S)-2-Benzyl-7-methyl-3-(2-{1-oxa-6-azaspiro[3.3]heptan-6-yl}ethyl)-3H,6H,7H,8H,9H-imidazo[4,5-f]chinolin